Cl.C[C@@H]1N[C@@H](CC1)C cis-2,5-dimethyl-pyrrolidine hydrochloride